CC1=CC=C(CN2N=C3N([C@@H](CCC3)C(=O)N3CCCC3)C2=O)C=C1 (5S)-2-(4-Methylbenzyl)-5-(pyrrolidin-1-ylcarbonyl)-5,6,7,8-tetrahydro[1,2,4]triazolo[4,3-a]pyridin-3(2H)-one